(1S,9S)-1-amino-9-ethyl-5,9-dihydroxy-1,2,3,9,12,15-hexahydro-10H,13H-benzo[de]pyrano[3',4':6,7]indolizino[1,2-b]quinoline-10,13-dione methanesulfonate CS(=O)(=O)O.N[C@H]1CCC=2C=3C1=C1C(=NC3C=C(C2)O)C2=CC3=C(C(N2C1)=O)COC([C@]3(O)CC)=O